BrC=1C=C(C=2N(C1)C(=NC2)C(N)=S)Cl 6-bromo-8-chloro-imidazo[1,5-a]pyridine-3-carbothioamide